O=C1N(C(SC=C1)C1=CC(=C(C(=C1)F)F)F)NC(=O)N (4-oxo-2-(3,4,5-trifluorophenyl)-1,3-thiazin-3-yl)urea